4-(5-(1-(2-hydroxy-2-methylpropyl)piperidin-4-yl)-3-isopropyl-1H-indol-2-yl)-2-methyl-2,5,6,7-tetrahydro-1H-cyclopenta[c]pyridin-1-one OC(CN1CCC(CC1)C=1C=C2C(=C(NC2=CC1)C=1C2=C(C(N(C1)C)=O)CCC2)C(C)C)(C)C